C[C@@H]1NCCNC1 2(S)-methylpiperazine